C(C(=C)C)(=O)OCCNC1=CC=C(C2=NON=C21)NC(=S)NC(C2=CC=CC=C2)=O 2-((7-(3-benzoylthioureido)benzo[c][1,2,5]oxadiazol-4-yl)amino)ethyl methacrylate